4-chloro-5-[4-(3-methoxy-benzenesulfonyl)-piperazin-1-yl]-benzofuran-2-carboxylic acid ClC1=C(C=CC2=C1C=C(O2)C(=O)O)N2CCN(CC2)S(=O)(=O)C2=CC(=CC=C2)OC